FC=1C=C(C=CC1OC1=CC=NC2=CC(=CN=C12)OC)NC(=O)C1=NNC(=C(C1=O)C1=C(C=C(C=C1)F)C)C N-[3-Fluoro-4-[(7-methoxy-1,5-naphthyridin-4-yl)oxy]phenyl]-5-(4-fluoro-2-methylphenyl)-6-methyl-4-oxo-1H-pyridazine-3-carboxamide